2-[4-(difluoromethoxy)benzenesulfonyl]-2H,4H,5H,6H-pyrrolo[3,4-c]pyrazol FC(OC1=CC=C(C=C1)S(=O)(=O)N1N=C2C(=C1)CNC2)F